1-(2-azaspiro[3.4]octan-6-yl)-5,6,7,8-tetrahydroimidazo[1,5-a]pyridine C1NCC12CC(CC2)C=2N=CN1C2CCCC1